C1(CC1)N1N=CC(=C1CO[C@H]1[C@@H]2CN([C@H](C1)C2)C=2SC1=C(N2)C(=CC(=C1)C(=O)O)[C@@H]1COCC1)C1=C(C=CC=C1Cl)Cl 2-[(1S,4S,5R)-5-[[1-cyclopropyl-4-(2,6-dichlorophenyl)-1H-pyrazol-5-yl]methoxy]-2-azabicyclo[2.2.1]heptan-2-yl]-4-[(3R)-oxolan-3-yl]-1,3-benzothiazole-6-carboxylic acid